8-(6-(1-(2-(5-azaspiro[2.4]heptan-5-yl)ethoxy)-2,2,2-trifluoroethyl)pyridin-3-yl)-3-methyl-1-(tetrahydro-2H-pyran-4-yl)-1,3-dihydro-2H-imidazo[4,5-c]cinnolin-2-one C1CC12CN(CC2)CCOC(C(F)(F)F)C2=CC=C(C=N2)C2=CC=1C3=C(N=NC1C=C2)N(C(N3C3CCOCC3)=O)C